C(C)(C)(C)OC(=O)N1CCC(=CC1)C=1C=C2CCCN(C2=CC1C(F)F)C=1N=C(C=C2C=CC=NC12)C(=O)OCC ethyl 8-[6-(1-tert-butoxycarbonyl-1,2,3,6-tetrahydropyridin-4-yl)-7-difluoromethyl-3,4-dihydro-2H-quinolin-1-yl]-[1,7]naphthyridine-6-carboxylate